C(CCCCC(=O)[O-])(=O)OCC1=CC=CC=C1 Monobenzyl adipate